2-(biphenyl-2-yloxy)-ethyl acrylate C(C=C)(=O)OCCOC1=C(C=CC=C1)C1=CC=CC=C1